(R)-3-((2-(methoxymethyl)piperazin-1-yl)methyl)pyridazine COC[C@@H]1N(CCNC1)CC=1N=NC=CC1